6-(dimethylamino)-2-(2,6-dioxopiperidin-3-yl)-3-oxoisoindoline-4-carbonitrile CN(C=1C=C(C=2C(N(CC2C1)C1C(NC(CC1)=O)=O)=O)C#N)C